tert-butyl (R,E)-3-((1-(tert-butoxycarbonyl)pyrrolidin-2-yl)methylene)-2-oxopyrrolidine-1-carboxylate C(C)(C)(C)OC(=O)N1[C@H](CCC1)\C=C/1\C(N(CC1)C(=O)OC(C)(C)C)=O